2-(methoxymethyl)-cyclohexa-2,5-diene-1,4-dione oxime COCC=1C(C=CC(C1)=O)=NO